CC=1C2=C(N=CN1)N(C=C2)[C@@H]2O[C@@H]([C@H]([C@H]2O)O)[C@@H]2OC(CC1=CC(=CC=C21)Cl)O (2R,3R,4S,5S)-2-(4-methylpyrrolo[2,3-d]pyrimidin-7-yl)-5-[(1R)-6-chloro-3-hydroxy-isochroman-1-yl]tetrahydrofuran-3,4-diol